4-Hydroxyphenyl(4-phenoxyphenyl)methanon OC1=CC=C(C=C1)C(=O)C1=CC=C(C=C1)OC1=CC=CC=C1